[(2R,3R,4S,5R)-5-[6-amino-2-(trifluoromethyl)purin-9-yl]-4-fluoro-3-hydroxy-tetrahydrofuran-2-yl]methyl 2-methylpropanoate CC(C(=O)OC[C@H]1O[C@H]([C@H]([C@@H]1O)F)N1C2=NC(=NC(=C2N=C1)N)C(F)(F)F)C